tert-Butyl 3-(5-(hydroxymethyl)-7-(thiazol-2-yl)-4-(trifluoromethyl)benzo[d]oxazol-2-yl)-3,8-diazabicyclo[3.2.1]octane-8-carboxylate OCC=1C=C(C2=C(N=C(O2)N2CC3CCC(C2)N3C(=O)OC(C)(C)C)C1C(F)(F)F)C=1SC=CN1